C(C)OC([C@@H](NC(=O)OC(C)(C)C)CCCCN)=O Boc-lysine ethyl ester